C(CO)(=O)OCCCCCCCCC nonyl glycolate